ClC=1C=CC2=C(C(=NO2)C2CCN(CC2)C(=O)C2=CC=C(C=C2)[C@@]2(C(NC(N2)=O)=O)C(C)C)C1 (R)-5-{4-[4-(5-chlorobenzo[d]isoxazol-3-yl)piperidine-1-carbonyl]phenyl}-5-isopropylimidazolidine-2,4-dione